ClC=1C=C(C=C(C1)Cl)NC(C(C1=CC=C(C=C1)C=1N=NN(N1)C)C1CC(CC1)(F)F)=O N-(3,5-Dichlorophenyl)-2-(3,3-difluorocyclopentyl)-2-(4-(2-methyl-2H-tetrazol-5-yl)phenyl)acetamide